hydroxy-7-methoxyflavanone OC1(OC2=CC(=CC=C2C(C1)=O)OC)C1=CC=CC=C1